4-(3-acrylamido-2-methylphenyl)-2-(2-methoxypyridin-3-yl)-1H-indole-7-carboxamide C(C=C)(=O)NC=1C(=C(C=CC1)C1=C2C=C(NC2=C(C=C1)C(=O)N)C=1C(=NC=CC1)OC)C